(5-(tert-butoxycarbonyl)-4-methylthiophen-3-yl)boronic acid C(C)(C)(C)OC(=O)C1=C(C(=CS1)B(O)O)C